CO (S)-methanol